O=C1NC(CC[C@@H]1N1C(C2=CC=C(C=C2C1)N1CCN(CC1)CC1CCN(CC1)C1CCN(CC1)C(=O)OC(C)(C)C)=O)=O tert-butyl (S)-4-((4-(2-(2,6-dioxopiperidin-3-yl)-1-oxoisoindolin-5-yl)piperazin-1-yl)methyl)-[1,4'-bipiperidine]-1'-carboxylate